bis(dimethylamino)carbenium tetrafluoroborate F[B-](F)(F)F.CN(C)[CH+]N(C)C